methyl (7S)-2-benzyl-3-[(1,1-dioxo-1λ6-thian-4-yl)methyl]-7-methyl-3H,6H,7H,8H,9H-imidazo[4,5-f]quinoline-6-carboxylate C(C1=CC=CC=C1)C=1N(C=2C(=C3CC[C@@H](N(C3=CC2)C(=O)OC)C)N1)CC1CCS(CC1)(=O)=O